CC1(CC1)CN[C@H]1CN(CCC1)C=1C=NC(=CC1)C(C)N1C=NC(=C1)C1=NC(=CN=C1)N1CCCC1 (3R)-N-((1-methylcyclopropyl)methyl)-1-(6-(1-(4-(6-(pyrrolidin-1-yl)pyrazin-2-yl)-1H-imidazol-1-yl)ethyl)pyridin-3-yl)piperidin-3-amine